ClC1=C(C=CC(=C1I)F)NS(=O)(=O)C=1OC=CC1 N-(2-chloro-4-fluoro-3-iodophenyl)furan-2-sulfonamide